5,6,7,8-tetrahydro-4H-thieno[3,4-c]azepin-4-one C=1SC=C2C(NCCCC21)=O